3,6,9,12-tetraazanonadec-18-enoic acid C(CNCCNCCNCCNCCCCCC=C)(=O)O